COC(=O)C1=CC=2C(=NC(N2)(F)F)C=C1N 6-amino-2,2-difluoro-1,3-benzodiazole-5-carboxylic acid methyl ester